(3-bromo-5-chloro-2-fluorophenoxy)-3-(4-methoxybenzyl)-6-(trifluoromethyl)pyrimidin-4(3H)-one BrC=1C(=C(OC2=NC(=CC(N2CC2=CC=C(C=C2)OC)=O)C(F)(F)F)C=C(C1)Cl)F